2-[(5-tert-butyl-1,2-oxazol-3-yl)methyl]-6-(2,5-dichloropyrimidin-4-yl)-2,3-dihydro-1H-isoindol-1-one C(C)(C)(C)C1=CC(=NO1)CN1C(C2=CC(=CC=C2C1)C1=NC(=NC=C1Cl)Cl)=O